FC=1C(=C(C=CC1)NC(=S)C=1C(N(CCC1NCC1=C(C=NC=C1)OCC1CCN2C1=NC=C2)C(=O)OC(C)(C)C)=O)OC tert-butyl 3-[(3-fluoro-2-methoxyphenyl)carbamothioyl]-2-oxo-4-[[(3-[5H,6H,7H-pyrrolo[1,2-a]imidazol-7-ylmethoxy]pyridin-4-yl)methyl]amino]-5,6-dihydropyridine-1-carboxylate